CC1=CC(=CC=C1)C dimethylbenzene